2-(((2R,4R)-1-(tert-Butoxycarbonyl)-4-hydroxypyrrolidin-2-yl)methoxy)-6-isopropoxy-4-(trifluoromethyl)benzoic acid C(C)(C)(C)OC(=O)N1[C@H](C[C@H](C1)O)COC1=C(C(=O)O)C(=CC(=C1)C(F)(F)F)OC(C)C